2-methyl-1-[(3R,4S)-4-[[6-(trifluoromethyl)-7H-pyrrolo[2,3-d]pyrimidin-4-yl]amino]chroman-3-yl]oxy-propan-2-ol CC(CO[C@H]1COC2=CC=CC=C2[C@@H]1NC=1C2=C(N=CN1)NC(=C2)C(F)(F)F)(C)O